ClC1=C2C(=NN(C2=C(C=C1)NC(C(CC1=CC(=CC(=C1)F)F)NC(OC(C)(C)C)=O)=N)C)N(S(=O)(=O)C)CC1=CC=C(C=C1)OC tert-butyl (1-((4-chloro-3-(N-(4-methoxybenzyl)methylsulfonamido)-1-methyl-1H-indazol-7-yl)amino)-3-(3,5-difluorophenyl)-1-iminopropan-2-yl)carbamate